NC=1C(=C(C=C2C=C(N=CC12)NC1=CC=C2C(=N1)CS(N2C)(=O)=O)C=2C=NC=C(C2C)N)F 5-((8-amino-6-(5-amino-4-methylpyridin-3-yl)-7-fluoroisoquinolin-3-yl)amino)-1-methyl-1,3-dihydroisothiazolo[4,3-b]pyridine 2,2-dioxide